(2S,5R)-2-(dichloromethyl)-7-oxo-1,6-diazabicyclo[3.2.1]octan-6-yl sulfate S(=O)(=O)(ON1[C@@H]2CC[C@H](N(C1=O)C2)C(Cl)Cl)[O-]